4-((1E,3E)-4-(4-(dimethylamino)phenyl)butan-1,3-dien-1-yl)-1-(3-sulfopropyl)pyridin-1-ium CN(C1=CC=C(C=C1)/C=C/C=C/C1=CC=[N+](C=C1)CCCS(=O)(=O)O)C